ClCC=1C(=NC(=NC1)C=1C(=NC=NC1OC)C1CC1)NCC1=CC=C(C=C1)C1=NN(C(C2=CC=CC=C12)=O)CC1=CC=C(C=C1)OC 4-[4-[[[5-(chloromethyl)-2-(4-cyclopropyl-6-methoxy-pyrimidin-5-yl)pyrimidin-4-yl]amino]methyl]phenyl]-2-[(4-methoxyphenyl)methyl]phthalazin-1-one